C(C)(C)(C)OC(=O)N1CCN(CC1)C=1C=CC=2N=CN=C(C2N1)NC1=CC(=C(C=C1)O[C@@H]1COCCC1)C.CC=1C(C=C(C(C1C)=O)C)=O 2,3,5-trimethyl-p-benzoquinone tert-butyl-4-[4-({3-methyl-4-[(3S)-oxan-3-yloxy]phenyl}amino)pyrido[3,2-d]pyrimidin-6-yl]piperazine-1-carboxylate